[(3aS,7aS)-3a-(3,4-dimethoxyphenyl)-1-methyl-3,4,7,7a-tetrahydro-2H-indol-6-yl]4-tert-butylbenzoate COC=1C=C(C=CC1OC)[C@@]12CCN([C@H]2CC(=CC1)OC(C1=CC=C(C=C1)C(C)(C)C)=O)C